COC1=CC(=CC2=C1O[C@H](CO2)C=2C=NC(=CC2)OC)CN2C=NC=1C2=NC=C(C1)OC1CN(C1)C (S)-3-((8-methoxy-2-(6-methoxypyridin-3-yl)-2,3-dihydrobenzo[b][1,4]dioxin-6-yl)methyl)-6-((1-methylazetidin-3-yl)oxy)-3H-imidazo[4,5-b]pyridine